C(#N)C1=C(C=C(C=C1)NC(C1=CN=C(C=C1)C1=C(C=C(C=C1)C1=NOC(=N1)C)C#N)=O)OCCN(C)C N-(4-Cyano-3-(2-(dimethylamino)ethoxy)phenyl)-6-(2-cyano-4-(5-methyl-1,2,4-oxadiazol-3-yl)phenyl)nicotinamid